5-bromopyridine-3-carbaldehyde BrC=1C=C(C=NC1)C=O